4-(3-(4-(2-chloroacetyl)piperazine-1-carbonyl)-4-fluorobenzyl)phthalazin-1(2H)-one ClCC(=O)N1CCN(CC1)C(=O)C=1C=C(CC2=NNC(C3=CC=CC=C23)=O)C=CC1F